5-(3-(3-(1-fluorocyclopropyl)prop-1-ynyl)phenoxy)-1H-1,2,3-triazole-4-carboxylic acid FC1(CC1)CC#CC=1C=C(OC2=C(N=NN2)C(=O)O)C=CC1